N-[(4-methoxyphenyl)methyl]-7-(4,4,5,5-tetramethyl-1,3,2-dioxaborolan-2-yl)isoquinolin-1-amine COC1=CC=C(C=C1)CNC1=NC=CC2=CC=C(C=C12)B1OC(C(O1)(C)C)(C)C